C1(=CC=CC=C1)NCC(=O)OC(C)CC N-phenylglycine, 2-butyl ester